CN(C/C=C/C(=O)N[C@@H]1C[C@H](C1)OC=1C=2N(C=C(C1)C1=C(C=C(C(=C1)F)O)CC)C=NC2)C trans-(E)-4-(dimethylamino)-N-(3-((6-(2-ethyl-5-fluoro-4-hydroxyphenyl)imidazo[1,5-a]pyridin-8-yl)oxy)cyclobutyl)but-2-enamide